3-Methyl-N-phenyl-N-(2-(4-(2-(thiophen-2-yl)ethyl)piperazin-1-yl)ethyl)furan-2-carboxamide CC1=C(OC=C1)C(=O)N(CCN1CCN(CC1)CCC=1SC=CC1)C1=CC=CC=C1